BrC1=CC=C2C(N(C(=NC2=C1)[C@H](CC1=CC(=CC(=C1)F)F)NC(OC(C)(C)C)=O)C1=CC=C(C=C1)S(=O)(=O)N1CCOCC1)=O tert-butyl (S)-(1-(7-bromo-3-(4-(morpholinosulfonyl)phenyl)-4-oxo-3,4-dihydroquinazolin-2-yl)-2-(3,5-difluorophenyl)ethyl)carbamate